C(C)(C)(C)OC(=O)[C@@H]1CC[C@H](CC1)N trans-tert-butyl-4-aminocyclohexane-1-carboxylate